4-methyl-3,4-dihydro-2H-benzo[b][1,4]oxazin-7-amine CN1C2=C(OCC1)C=C(C=C2)N